6-(4-fluorophenyl)-4-methoxy-1H-indole-2-carboxylic acid methyl ester COC(=O)C=1NC2=CC(=CC(=C2C1)OC)C1=CC=C(C=C1)F